(4-chlorophenylmethylene)-2-(4-(dimethylamino)styryl)oxazol-5(4H)-one ClC1=CC=C(C=C1)C=C1N=C(OC1=O)C=CC1=CC=C(C=C1)N(C)C